FC1(CC(C1)C=1C(=CC=2N(N1)C(=CN2)C2=NC(=NC=C2F)N[C@H]2CNCC[C@@H]2F)OC)F 4-(6-(3,3-difluorocyclobutyl)-7-methoxyimidazo[1,2-b]pyridazin-3-yl)-5-fluoro-N-((3S,4S)-4-fluoropiperidin-3-yl)pyrimidin-2-amine